(4-aminophenyl)-5-(3-(methylsulfanyl)phenyl)Azole-4-carboxylic acid ethyl ester C(C)OC(=O)C=1C=C(NC1C1=CC(=CC=C1)SC)C1=CC=C(C=C1)N